NC1CCN(CC1)S(=O)(=O)C1=CC=C(C=C1)C1=CC(=C(C=C1)C)N(C=1SC=C(N1)C1=NC(=CC(=N1)N)N)CCC 2-(2-((4'-((4-Aminopiperidin-1-yl)sulfonyl)-4-methyl-[1,1'-biphenyl]-3-yl)(propyl)amino)thiazol-4-yl)pyrimidine-4,6-diamine